4-(bromomethyl)-1-fluoro-2-methylbenzene BrCC1=CC(=C(C=C1)F)C